C[N-]C(=O)OC(C)(C)C N-methyl-t-butoxycarbonyl-amide